β-Methoxyethylcyanoacrylat COCCC=C(C(=O)[O-])C#N